COC=1C=C(C=NC1OC)C=1C=C2C(=NC=NC2=C(C1)C1=CC=C(C=C1)CS(=O)(=O)N)C (4-(6-(5,6-dimethoxypyridin-3-yl)-4-methylquinazolin-8-yl)phenyl)methanesulfonamide